tert-butyl 2-[4-(2,6-dioxo-3-piperidyl)phenyl]-2,7-diazaspiro[3.5]nonane-7-carboxylate O=C1NC(CCC1C1=CC=C(C=C1)N1CC2(C1)CCN(CC2)C(=O)OC(C)(C)C)=O